5-(1-propynyl)-2'-deoxyuridine C(#CC)C=1C(NC(N([C@H]2C[C@H](O)[C@@H](CO)O2)C1)=O)=O